CN(C1CC(NC(C1)(C)C)(C)C)C 4-dimethylamino-2,2,6,6-tetramethyl-piperidine